FC1=CC(=C(C(=O)NC2=C(C=C(C(=C2)C=2C=NC(=CC2)N2CCOCC2)F)N2C[C@H](N(CC2)C)C)C=C1)C(F)(F)F 4-fluoro-N-[4-fluoro-5-(6-morpholin-4-ylpyridin-3-yl)-2-[(3R)-3,4-dimethylpiperazin-1-yl]phenyl]-2-(trifluoromethyl)benzamide